CN(C)CC(CO)(CCCCCCCCC=CCC=CCCCCC)CCCCCCCC\C=C/C\C=C/CCCCC 2-((Dimethylamino)methyl)-2-((9Z,12Z)-octadeca-9,12-dien-1-yl)icosa-11,14-dien-1-ol